Methyl 3-(((R)-1-(3-((S)-4-(4-bromobenzyl)-2-oxooxaolidin-3-yl)-5-methyl-phenyl)ethyl)amino)-6-chloropicolinate BrC1=CC=C(CC2[C@H](C(OC2)=O)C=2C=C(C=C(C2)C)[C@@H](C)NC=2C(=NC(=CC2)Cl)C(=O)OC)C=C1